ethyl 6-bromo-4-hydroxy-7-(3-methoxypropoxy)quinoline-3-carboxylate BrC=1C=C2C(=C(C=NC2=CC1OCCCOC)C(=O)OCC)O